1-oxa-7-azaspiro[3.5]nonan O1CCC12CCNCC2